FC1=C(C#N)C=CC(=C1)NC=1C=C2CCN(CC2=CC1)C(CO)C=1C(=C2COC(C2=CC1)=O)C 2-fluoro-4-((2-(2-hydroxy-1-(4-methyl-1-oxo-1,3-dihydroisobenzofuran-5-yl)ethyl)-1,2,3,4-tetrahydroisoquinolin-6-yl)amino)benzonitrile